BrC1=CC=CC(=N1)NC(=O)[C@H]1N(C[C@@H](C1)F)C(CN1N=C(C(=C1)C=1C=C2C=NC(=NC2=CC1)NC)C(=O)N)=O (2-((2S,4R)-2-((6-bromopyridin-2-yl)carbamoyl)-4-fluoropyrrolidin-1-yl)-2-oxoethyl)-4-(2-(methylamino)quinazolin-6-yl)-1H-pyrazole-3-carboxamide